6-fluoro-2,3-dihydro-1H-indole FC1=CC=C2CCNC2=C1